C(=O)(O)C(CCC1=CC=NC=C1C(=O)O)C 4-(3-carboxybutyl)nicotinic acid